1-(D-glucopyranosyl)-4-methyl-3-[5-(4-fluorophenyl)-2-thienylmethyl]benzene C1([C@H](O)[C@@H](O)[C@H](O)[C@H](O1)CO)C1=CC(=C(C=C1)C)CC=1SC(=CC1)C1=CC=C(C=C1)F